C(C)(C)(C)C1=CC2=C(NCCCC2)N=C1CCCC1=CC=NN1C(CC(=O)OC(C)(C)C)C=1C=NC(=NC1)C tert-butyl-2-(3-(1-(3-(tert-butoxy)-1-(2-methylpyrimidin-5-yl)-3-oxopropyl)-1H-pyrazol-5-yl)propyl)-5,6,7,8-tetrahydro-9H-pyrido[2,3-b]azepine